C1([C@H](O)[C@H](O)[C@@H](O)[C@@H](O1)C)[C@]1(O)[C@H](O)[C@@H](O)[C@H](O)[C@H](O1)CO[C@H]1[C@H](O)[C@H](O)[C@@H](O)[C@@H](O1)C rhamnosylrutinose